4-((2-(tert-butoxy)-2-oxoethyl)((((di-tert-butoxyphosphoryl)oxy)methoxy)carbonyl)amino)-2,2-dimethylbutanoic acid C(C)(C)(C)OC(CN(CCC(C(=O)O)(C)C)C(=O)OCOP(=O)(OC(C)(C)C)OC(C)(C)C)=O